C(CCCC)C(C(=O)O)CCCC.C(CCCCC)(=O)OCCCCC pentyl caproate (pentyl hexanoate)